OCCS(=O)(=O)NC1=CC(=C(C(=O)NC2=NC(=NC(=C2)C)N2CCCCC2)C=C1)N1CCC2(CC2)CC1 4-((2-Hydroxyethyl)sulfonamido)-N-(6-methyl-2-(piperidin-1-yl)pyrimidin-4-yl)-2-(6-azaspiro[2.5]octan-6-yl)benzamide